C(C)(=O)NC=1C=NC(=NC1)N1CCC(=CC1)C(=O)NO[C@H](C)C1=CNC(C(=C1)C(F)(F)F)=O (R)-1-(5-acetamidopyrimidin-2-yl)-N-(1-(6-oxo-5-(trifluoromethyl)-1,6-dihydropyridin-3-yl)ethoxy)-1,2,3,6-tetrahydropyridine-4-carboxamide